2,3,5,6-tetrachloro-1,4-benzenedicarboxamide ClC1=C(C(=C(C(=C1Cl)C(=O)N)Cl)Cl)C(=O)N